C(C)(C)(C)C1=NOC(=N1)C(=O)NCC1=C(C=C(C=C1)C1=C2C(=NC=C1)NC(=N2)C2=C(C=CC=C2)NC(C(=C)C)=O)F 3-(tert-butyl)-N-(2-fluoro-4-(2-(2-methacrylamidophenyl)-3H-imidazo[4,5-b]pyridin-7-yl)benzyl)-1,2,4-oxadiazole-5-carboxamide